((2R,3S,4R,5R)-5-(4-benzamidopyrrolo[2,1-f][1,2,4]triazin-7-yl)-5-cyano-3,4-dihydroxytetrahydrofuran-2-yl)methyl isobutyrate C(C(C)C)(=O)OC[C@H]1O[C@@]([C@@H]([C@@H]1O)O)(C#N)C1=CC=C2C(=NC=NN21)NC(C2=CC=CC=C2)=O